Cl.FC(C=1C=C(C=CC1)C(C#C)N)(F)F 1-(3-(trifluoromethyl)phenyl)prop-2-yn-1-amine hydrochloride